2'-Chloro-5'-methoxy-6-methyl-N-(5-(2-methyl-6-(trifluoro-methoxy)nicotinoyl)-5,6-dihydro-4H-pyrrolo[3,4-d]thiazol-2-yl)-[4,4'-bipyridine]-3-carboxamide ClC1=NC=C(C(=C1)C1=C(C=NC(=C1)C)C(=O)NC=1SC2=C(N1)CN(C2)C(C2=C(N=C(C=C2)OC(F)(F)F)C)=O)OC